7-(3-(1-(((3r,5r,7r)-Adamantan-1-yl)methyl)-1H-pyrazol-4-yl)-6-methylpyridin-2-yl)chinolin C12(CC3CC(CC(C1)C3)C2)CN2N=CC(=C2)C=2C(=NC(=CC2)C)C2=CC=C3C=CC=NC3=C2